1-((1r,3r)-3-(((tert-butyldiphenylsilyl)oxy)methyl)cyclobutyl)-4-(2,3-dichloro-6-((2-(trimethylsilyl)ethoxy)methoxy)phenyl)pyrrolidin-2-one [Si](C1=CC=CC=C1)(C1=CC=CC=C1)(C(C)(C)C)OCC1CC(C1)N1C(CC(C1)C1=C(C(=CC=C1OCOCC[Si](C)(C)C)Cl)Cl)=O